C1(CCCCC1)C[C@H]1CO[C@H]2N1C(C=1N(C2)C=C(C(C1O)=O)C(=O)NCC1=C(C=C(C=C1)F)F)=O (3S,11aR)-3-(Cyclohexylmethyl)-N-[(2,4-difluorophenyl)methyl]-6-hydroxy-5,7-dioxo-2,3,5,7,11,11a-hexahydro[1,3]oxazolo[3,2-a]pyrido[1,2-d]pyrazine-8-carboxamide